4-(4-chlorophenyl)-4-pentene ClC1=CC=C(C=C1)C(CCC)=C